6-(4,4,5,5-tetramethyl-1,3,2-dioxaborolan-2-yl)benzo[d]oxazole CC1(OB(OC1(C)C)C1=CC2=C(N=CO2)C=C1)C